OC(C(=O)O)CCCC\C=C/C\C=C/C\C=C/C\C=C/C\C=C/CC hydroxyclupanodonic acid